C1(CC1)C=1C=C2C=C(C=NC2=CC1)CO (6-cyclopropylquinolin-3-yl)methanol